F[C@@H]1CC2=CC=3CCCC3C(=C2C1)NC(=O)N=[S@](=O)(N)C=1C=NN2C1O[C@@H](C2)COC (R,2S)-N'-(((R)-2-fluoro-1,2,3,5,6,7-hexahydro-s-indacen-4-yl)carbamoyl)-2-(methoxymethyl)-2,3-dihydropyrazolo[5,1-b]oxazole-7-sulfonimidamide